3-cephem-4-carboxylic acid bisulfate S(O)(O)(=O)=O.S1CC=C(N2[C@H]1CC2=O)C(=O)O